8-(4-chloro-2-fluorophenyl)-6-(4-(2-methoxyethyl)-3-(1-methyl-1H-pyrazol-4-yl)piperazin-1-yl)-2,3-dimethylpyrimido[5,4-d]pyrimidin-4(3H)-one ClC1=CC(=C(C=C1)C1=NC(=NC2=C1N=C(N(C2=O)C)C)N2CC(N(CC2)CCOC)C=2C=NN(C2)C)F